[Ca+2].C([C@@H](O)CC(=O)[O-])(=O)[O-] L-malic acid calcium salt